CC1=CC=C(C=C1)S(=O)(=O)O.ClC=1C=CC(=NC1)C1(OC2=C(O1)C=CC=C2C2CCNCC2)C 5-chloro-2-(2-methyl-4-(piperidin-4-yl)benzo[d][1,3]dioxol-2-yl)pyridine p-toluenesulfonate